sodium (S)-3-(6-methyl-3'-(trifluoromethoxy)biphenyl-3-yl)-3-(3-(1-methyl-4-oxido-2-oxo-1,2-dihydropyridin-3-yl)ureido)propanoate CC1=CC=C(C=C1C1=CC(=CC=C1)OC(F)(F)F)[C@H](CC(=O)[O-])NC(=O)NC=1C(N(C=CC1[O-])C)=O.[Na+].[Na+]